C(C)(C)(C)OC(=O)N1CC(C1)(C(N(C)OC)=O)F 3-Fluoro-3-[methoxy(methyl)carbamoyl]azetidine-1-carboxylic acid tert-butyl ester